(2,4-dimethoxy-6-methylbenzoyl)diphenylphosphine oxide COC1=C(C(=O)P(C2=CC=CC=C2)(C2=CC=CC=C2)=O)C(=CC(=C1)OC)C